[Na+].C(CCCCC)(=O)[O-] caproic acid sodium salt